CN1C([C@]2(NO[C@@H](C=3NC=4C=CC=CC4C32)C3=CC=CC=C3)C3=CC=CC=C13)=O (3s,4'r)-1-methyl-4'-phenyl-4',5'-dihydro-2'H-spiro[indol-3,1'-[1,2]oxazino[5,4-b]indol]-2-one